2-(6-Methylpyridin-2-yl)-5,6-dihydro-8H-imidazo[2,1-c][1,4]oxazine CC1=CC=CC(=N1)C=1N=C2COCCN2C1